N-((3R,4S)-3-hydroxytetrahydro-2H-pyran-4-yl)-5-oxo-6-(4-(thiazol-4-yl)benzyl)-5,6-dihydro-1,6-naphthyridine-8-carboxamide O[C@H]1COCC[C@@H]1NC(=O)C1=CN(C(C=2C=CC=NC12)=O)CC1=CC=C(C=C1)C=1N=CSC1